CC1CSC(O1)=O 5-methyl-1,3-oxathiolan-2-one